dimethoxyphenyl-methyl-silane (Z)-hex-3-en-1-ylacetate C(C\C=C/CC)CC(=O)O.CO[Si](C)(C1=CC=CC=C1)OC